n-tridecyl-benzene Ethyl-(3β)-3-hydroxy-chol-5-ene-24-carboxylate C(C)OC(=O)CCC[C@@H](C)[C@H]1CC[C@H]2[C@@H]3CC=C4C[C@H](CC[C@]4(C)[C@H]3CC[C@]12C)O.C(CCCCCCCCCCCC)C1=CC=CC=C1